O1C2=C(OCC1)C(=CC=C2)C2CC(C(C(C2)=O)=CNCCN2CCN(CC2)CCO)=O 5-(2,3-dihydrobenzo[b][1,4]dioxin-5-yl)-2-(((2-(4-(2-hydroxyethyl)piperazin-1-yl)ethyl)amino)methylene)cyclohexane-1,3-dione